CC1(CNC(C2=CC=C(C=C12)C1=NC(=NC=C1)NC1=CC=C(C=C1)S(=O)(=O)C)=O)C 4,4-dimethyl-6-(2-((4-(methylsulfonyl)phenyl)amino)pyrimidin-4-yl)-3,4-dihydroisoquinolin-1(2H)-one